ClC1=CC=C(CN2N=CC3=C(C=C(C=C23)NC(CC2=C(C=CC=C2)Cl)=O)S(N)(=O)=O)C=C1 N-(1-(4-chlorobenzyl)-4-sulfamoyl-1H-indazol-6-yl)-2-(2-chlorophenyl)acetamide